(S)-2-amino-N-(5-(benzylsulfanyl)pyridin-2-yl)-3-phenylpropionamide hydrochloride Cl.N[C@H](C(=O)NC1=NC=C(C=C1)SCC1=CC=CC=C1)CC1=CC=CC=C1